FC(CCOCCF)(F)F 1,1,1-trifluoro-3-(2-fluoro-ethoxy)propane